N'-((1,2,3,5,6,7-hexahydro-s-indacen-4-yl)carbamoyl)-6-methyl-6-(trifluoromethyl)-6,7-dihydro-5H-pyrazolo[5,1-b][1,3]oxazine-3-sulfonimidamide C1CCC2=C(C=3CCCC3C=C12)NC(=O)N=S(=O)(N)C=1C=NN2C1OCC(C2)(C(F)(F)F)C